CC1=CC(NC2=CC(=C(C=C12)C1=C2C(=NC(=C1C(=O)N)N1CCOCC1)COC2)C)=O (4,7-dimethyl-2-oxo-1H-quinolin-6-yl)-2-morpholino-5,7-dihydrofuro[3,4-b]pyridine-3-carboxamide